5-(2,2,2-trifluoroethyl)pyrimido[5,4-b]indol-2-amine FC(CN1C2=C(C=3C=CC=CC13)N=C(N=C2)N)(F)F